FC1=CC=C(C=C1)C1=CC(=NO1)C1=CC=C(C=C1)CC(=O)N (4-(5-(4-fluorophenyl)isoxazol-3-yl)phenyl)acetamide